tert-butyl N-[(1S)-1-[(2S,4R)-4-hydroxy-2-[[(1R)-2-hydroxy-1-[4-(4-methylthiazol-5-yl)phenyl]ethyl]carbamoyl]pyrrolidine-1-carbonyl]-2,2-dimethyl-propyl]carbamate O[C@@H]1C[C@H](N(C1)C(=O)[C@H](C(C)(C)C)NC(OC(C)(C)C)=O)C(N[C@@H](CO)C1=CC=C(C=C1)C1=C(N=CS1)C)=O